(S)-3-(((R)-1-(4-fluorophenyl)-2,2-dimethylpropyl)amino)-4-oxo-4,6,7,8-tetrahydropyrrolo[1,2-a]pyrazine-6-carboxylic acid FC1=CC=C(C=C1)[C@@H](C(C)(C)C)NC1=NC=C2N(C1=O)[C@@H](CC2)C(=O)O